(Z)-3-(3-hydroxybenzyl)-5-(2,4,6-trifluoro-3-hydroxybenzylidene)thiazolidine-2,4-dione OC=1C=C(CN2C(S\C(\C2=O)=C/C2=C(C(=C(C=C2F)F)O)F)=O)C=CC1